BrC=1C(=CC=2N(C1)C(=CN2)S(=O)(=O)CC)NC2=C(C=C(C=C2)F)F 6-bromo-N-(2,4-difluorophenyl)-3-(ethylsulfonyl)imidazo[1,2-a]pyridin-7-amine